2-oxo-1H-imidazole-5-carbonitrile O=C1NC(=CN1)C#N